4,5-dihydroxy-methyl-1-pentene OC(CC=CC)CO